O1C=2C(OCC1)=C(SC2)C=2SC(=CC2CCOCCCCS(=O)(=O)[O-])C=2SC=C1OCCOC12.[Na+] sodium 4-(2-(2,5-bis(2,3-dihydrothieno[3,4-b][1,4]dioxin-5-yl)thiophene-3-yl)ethoxy)butane-1-sulfonate